CC1(OB(OC1(C)C)C=1C=C(C=CC1)N1C2=C(C=C(C(=C2C=2C(=C(C=C(C12)[2H])[2H])[2H])[2H])[2H])[2H])C 9-(3-(4,4,5,5-tetramethyl-1,3,2-dioxaborolan-2-yl)phenyl)-9H-carbazole-1,3,4,5,6,8-d6